CC(CS(=O)(=O)C(=[N+]=[N-])S(=O)(=O)CC(C)C)C bis(2-methylpropylsulfonyl)diazomethane